FC=1C=C(C(=NC1)C=1C=C(SC1)C(=O)OC)OCC=1C=NC=C(C1)F methyl 4-{5-fluoro-3-[(5-fluoropyridin-3-yl)methoxy]pyridin-2-yl}thiophene-2-carboxylate